(S)-γ-fluoroleucine FC(C[C@H](N)C(=O)O)(C)C